FC=1C=C(C=CC1NC(=O)SCCNC(=N)N)S(=O)(=O)NC1=CN=CS1 5-[[3-Fluoro-4-(2-guanidinoethylsulfanylcarbonylamino)phenyl]sulfonylamino]thiazol